5,6-bis(tert-butoxycarbonyl)bicyclo[2.2.1]hept-2-ene C(C)(C)(C)OC(=O)C1C2C=CC(C1C(=O)OC(C)(C)C)C2